C1(CCCCC1)P(C1=C(C=C(C=C1C)C)C)(C1CCCCC1)=O dicyclohexyl-(2,4,6-trimethylphenyl)phosphine oxide